ClC1=C(C=C(C=C1)F)C1(NC(C2=C1C(=CC1=C(N(N=C21)C)C#N)NC(C2=CC(=CC(=C2)C(F)(F)F)F)=O)=O)O N-(6-(2-chloro-5-fluorophenyl)-3-cyano-6-hydroxy-2-methyl-8-oxo-2,6,7,8-tetrahydropyrrolo[3,4-g]indazol-5-yl)-3-fluoro-5-(trifluoromethyl)benzamide